3-(dimethylmethoxysilyl)propyl-succinic anhydride C[Si](CCCC1C(=O)OC(C1)=O)(OC)C